OC1=C(C(OC(=C1)C)=O)C(C=CC1=CC(=C(C=C1)O)[N+](=O)[O-])=O 4-Hydroxy-3-(4-hydroxy-3-nitrocinnamoyl)-6-methyl-2H-pyran-2-one